Sodium porphyrine C12=CC=C(N1)C=C1C=CC(=N1)C=C1C=CC(N1)=CC=1C=CC(N1)=C2.[Na]